C1(CCCCC1)(C(=O)[O-])C(=O)[O-].[NH4+].[NH4+] ammonium cyclohexanedicarboxylate salt